(R)-N-(1-((4-(isoxazol-3-yl)phenyl)amino)-1-oxopropan-2-yl)piperidine-1-carboxamide O1N=C(C=C1)C1=CC=C(C=C1)NC([C@@H](C)NC(=O)N1CCCCC1)=O